O=C1NC(CCC1N1C(C2=CC=CC(=C2C1=O)NC(CN1N=NC(=C1)CCCC(=O)NC1=C2CN(C(C2=CC=C1)=O)C1C(NC(CC1)=O)=O)=O)=O)=O 4-(1-(2-((2-(2,6-dioxopiperidin-3-yl)-1,3-dioxoisoindolin-4-yl)amino)-2-oxoethyl)-1H-1,2,3-triazol-4-yl)-N-(2-(2,6-dioxopiperidin-3-yl)-1-oxoisoindolin-4-yl)butanamide